C(OC(C)(C)C)(OC1CN(C=2N(C1)N=C(C2)C2=C(C=NN2C(C)C)Cl)CC2=CC(=C(C=C2)C=2N(C=C(N2)C(F)(F)F)CC)F)=O tert-butyl (2-(4-chloro-1-isopropyl-1H-pyrazol-5-yl)-4-(4-(1-ethyl-4-(trifluoromethyl)-1H-imidazol-2-yl)-3-fluorobenzyl)-4,5,6,7-tetrahydropyrazolo[1,5-a]pyrimidin-6-yl) carbonate